1-(3-amino-3-carboxypropyl)pseudouridine triphosphate P(O)(=O)(OP(=O)(O)OP(=O)(O)O)OC[C@@H]1[C@H]([C@H]([C@@H](O1)C1=CN(C(=O)NC1=O)CCC(C(=O)O)N)O)O